bisdodecylphenyl-tetramethyl-ethylenediamine C(CCCCCCCCCCC)C(C(N(C)C)C1=CC=CC=C1)(N(C)C)CCCCCCCCCCCC